[C].[S] Sulfur Carbon